C(C1=CC=CC=C1)OC1=C(N(C=C1C)CC)C=1SC=C(N1)Br 2-[3-(benzyloxy)-1-ethyl-4-methyl-1H-pyrrol-2-yl]-4-bromo-1,3-thiazole